(1rs,2rs)-2-(hydroxymethyl)-2,6-dimethyl-2,3-dihydro-1H-inden-1-ol OC[C@@]1([C@@H](C2=CC(=CC=C2C1)C)O)C |r|